CC1(CC=C(C1)C(C)OC(COC(C=CC)=O)(C)C)C 2-butenoic acid 2-[1-(4,4-dimethyl-1-cyclopenten-1-yl) ethoxy]-2-methylpropyl ester